C(CCCCC)C1=C(C=CC(=O)[O-])C=CC(=C1)OC 2-hexyl-p-methoxycinnamate